ClC1=CC(=CC=C1)Cl 1,3-dichlorobenzen